C(C)(=O)N1CCN(CC1)C=1C=C2CCN(CC2=CC1)CS(=O)(=O)N(C)CC1=CC=C(C=C1)Cl 6-(4-acetylpiperazin-1-yl)-N-(4-chloro-benzyl)-N-methyl-3,4-dihydroisoquinoline-2(1H)-methanesulfonamide